C(#CC)C1=C2C=C(N=CC2=CC=N1)NC1=CC=C(C=C1)S(=O)(=O)N 4-[(5-prop-1-ynyl-2,6-naphthyridin-3-yl)amino]benzenesulfonamide